NC1=C(C(=O)N(C)C)C=C(C=C1)C=1C(=C2C(=NC1)NC=C2C2=CC=C(C=C2)C(N)=O)Cl 2-amino-5-(3-(4-carbamoylphenyl)-4-chloro-1H-pyrrolo[2,3-b]pyridin-5-yl)-N,N-dimethylbenzamide